2-(2-(2-aminoethoxy)ethoxy)propionic acid NCCOCCOC(C(=O)O)C